6-cyclopropyl-7-(4-cyclopropyl-1H-imidazol-1-yl)-2-(6-(4-isopropyl-4H-1,2,4-triazol-3-yl)pyridin-2-yl)isoquinolin-1(2H)-one C1(CC1)C=1C=C2C=CN(C(C2=CC1N1C=NC(=C1)C1CC1)=O)C1=NC(=CC=C1)C1=NN=CN1C(C)C